BrC1=CC=2SC3=C(C2C=2C=CC=CC12)C1=CC=CC=C1C(=C3)Br 5,9-dibromodinaphtho[2,1-b:1',2'-d]thiophene